C(C)(C)(C)N1CCC(CC1)N1N=NC(=C1C)C=1C=C(C=2N(C1)N=CC2)O tert-Butyl-4-[4-(4-hydroxypyrazolo[1,5-a]pyridin-6-yl)-5-methyl-triazol-1-yl]piperidine